CC(C(=O)OCN1C(N(C=2N=C(N(C2C1=O)C1=CC=C(C=C1)Cl)C=1N(N=CC1)C)COC(C(C)(C)C)=O)=O)(C)C [7-(4-chlorophenyl)-3-[[(2,2-dimethylpropanoyl)oxy]methyl]-8-(2-methylpyrazol-3-yl)-2,6-dioxopurin-1-yl]methyl 2,2-dimethylpropanoate